C1(=CC=CC=C1)C([C@@H]1NCCC1)(O[Si](C)(C)C)C1=CC=CC=C1 (2R)-2-{diphenyl[(trimethylsilyl)oxy]methyl}pyrrolidine